(3R)-3-amino-1-[9-(trifluoromethyl)-1,4,7,8-tetrazabicyclo[4.3.0]nona-6,8-dien-4-yl]-4-(2,4,5-trifluorophenyl)butan-1-one N[C@@H](CC(=O)N1CCN2C(=NN=C2C1)C(F)(F)F)CC1=C(C=C(C(=C1)F)F)F